tri-(o-tolyl)phosphine C1(=C(C=CC=C1)P(C1=C(C=CC=C1)C)C1=C(C=CC=C1)C)C